1-(6-(2-Chloro-3-(3-chloro-2-(3-fluoro-5-methoxy-4-((methylamino)methyl)phenyl)pyridin-4-yl)phenyl)-2-methoxypyridin-3-yl)-N-methylmethanamine ClC1=C(C=CC=C1C1=C(C(=NC=C1)C1=CC(=C(C(=C1)OC)CNC)F)Cl)C1=CC=C(C(=N1)OC)CNC